CC1N(CC(C(C1)N(C=1C=C2N=C(C=NC2=CC1)C)C)C)C=1C=2C(N(C(C1)=O)C)=CNN2 7-(2,5-dimethyl-4-(methyl(3-methylquinoxalin-6-yl)amino)piperidin-1-yl)-4-methyl-2,4-dihydro-5H-pyrazolo[4,3-b]pyridin-5-one